copper zinc magnesium aluminium [Al].[Mg].[Zn].[Cu]